CC1=CC=C(C=C1)S(=O)(=O)O.ClC=1OC2=C(C1)C(=CC=C2COC2=NC(=CC=C2)C2CCNCC2)Cl 2-((2,4-Dichlorobenzofuran-7-yl)methoxy)-6-(piperidin-4-yl)pyridine 4-methylbenzenesulfonate